(4-chloro-2,3-dihydrobenzofuran-7-yl)methanol ClC1=CC=C(C2=C1CCO2)CO